1-[8-(2-chlorophenyl)-9-(4-chlorophenyl)-2-[(3S)-3-hydroxypyrrolidin-1-yl]purin-6-yl]-4-methyl-piperidine-4-carboxamide ClC1=C(C=CC=C1)C=1N(C2=NC(=NC(=C2N1)N1CCC(CC1)(C(=O)N)C)N1C[C@H](CC1)O)C1=CC=C(C=C1)Cl